C(#N)C1=CC=C(OC2=CC=CC(=N2)C(=O)N(C)C)C=C1 6-(4-cyanophenoxy)-N,N-dimethylpyridine-amide